4-(3-amino-1H-indazol-5-yl)-N-cyclopentyl-1H-pyrrolo[2,3-b]pyridine-2-carboxamide NC1=NNC2=CC=C(C=C12)C1=C2C(=NC=C1)NC(=C2)C(=O)NC2CCCC2